(1R,3S)-3-(3-((5-cyanopyrazin-2-yl)amino)-1H-pyrazol-5-yl)cyclopentyl (1-methylcyclopropyl)carbamate CC1(CC1)NC(O[C@H]1C[C@H](CC1)C1=CC(=NN1)NC1=NC=C(N=C1)C#N)=O